5-methyl-2-(((R)-3-methylmorpholino)methyl)piperazin CC1NCC(NC1)CN1[C@@H](COCC1)C